2-(pyrimidin-4-yl)-8-(pyrrolidin-2-yl)-1,2,3,4-tetrahydroisoquinoline N1=CN=C(C=C1)N1CC2=C(C=CC=C2CC1)C1NCCC1